sodium hexadecyl-acrylamide C(CCCCCCCCCCCCCCC)C(C(=O)N)=C.[Na]